disodium azobarbiturate N(=NC1C(NC(NC1=O)=O)=O)C1C(NC(NC1=O)=O)=O.[Na].[Na]